COC(C(C)OS(=O)(=O)C)=O 2-[(methylsulfonyl)oxy]propanoic acid methyl ester